C(C)(=O)[C@@]1([C@@H](O[C@@H]([C@]1(O)C(C)=O)C(O)C(C)=O)N1C=NC=2C(NC3=CC(=CC=C3)O)=NC=NC12)O 2',3',5'-triacetyl-N6-(3-hydroxyphenyl)adenosine